tert-Butyl N-[(1R,2R)-2-(2-hydroxyethyl)-1-(hydroxymethyl)pentyl]carbamate OCC[C@H]([C@H](CO)NC(OC(C)(C)C)=O)CCC